2-ethylhexyllaurate C(C)C(COC(CCCCCCCCCCC)=O)CCCC